6-(2-(1H-1,2,4-Triazol-1-yl)ethyl)-2-amino-7-oxo-6-phenyl-4,5,6,7-tetrahydrobenzo[b]thiophene-3-carboxylic acid N1(N=CN=C1)CCC1(CCC2=C(SC(=C2C(=O)O)N)C1=O)C1=CC=CC=C1